FC(C(=O)O)(F)F.C(C1=CC=CC=C1)OC1=CC=C(C2=CC=CC=C12)C=1N=C(SC1)[C@H]1NCCC1 4-[4-(benzyloxy)naphthalen-1-yl]-2-[(2S)-pyrrolidin-2-yl]-1,3-thiazole trifluoroacetic acid salt